C1(CC1)N1N=CC(=C1)C#C[Si](C)(C)C 1-cyclopropyl-4-((trimethylsilyl)ethynyl)-1H-pyrazole